3-[3-(trimethoxysilyl)propylthio]-1,2,4-triazole CO[Si](CCCSC1=NNC=N1)(OC)OC